OC=1C=CC(=C2C=CC=C(C12)C=O)OC 8-hydroxy-5-methoxynaphthalene-1-carbaldehyde